(2E)-1-[(6-chloro-3-pyridinyl)methyl]-N-nitro-2-imidazolidinimin ClC1=CC=C(C=N1)CN1\C(\NCC1)=N\[N+](=O)[O-]